CC(C(=O)O)(C)C1=NOC(=C1)C(F)(F)F 2-methyl-2-(5-(trifluoromethyl)isoxazol-3-yl)propanoic acid